OCC1(CN(C1)C(C)=O)OC 1-(3-(hydroxymethyl)-3-methoxyazetidin-1-yl)ethan-1-one